[N+](=O)([O-])C1=CC=C(OCCCCCCCCO)C=C1 8-(4-Nitrophenoxy)-1-octanol